(((9H-Fluoren-9-yl)methoxy)carbonyl(methyl)amino)-4-oxo-4-(pyrrolidin-1-yl)butanoic acid C1=CC=CC=2C3=CC=CC=C3C(C12)COC(=O)N(C)C(C(=O)O)CC(N1CCCC1)=O